sodium hydroxy methanesulfinate CS(=O)OO.[Na]